3-(Trihydroxysilyl)propyldimethyloctadecyl-ammonium chloride [Cl-].O[Si](CCC[N+](CCCCCCCCCCCCCCCCCC)(C)C)(O)O